[Si](C)(C)(C(C)(C)C)OC[C@H]1N(CCCC1)C(=O)C=1C(=NC=CC1)CC(=O)OCC ethyl 2-[3-[(2S)-2-[[(tert-butyldimethylsilyl)oxy]methyl]piperidine-1-carbonyl]pyridin-2-yl]acetate